(3-nitrophenyl)cyclohexanecarboxamide [N+](=O)([O-])C=1C=C(C=CC1)C1(CCCCC1)C(=O)N